FC=1C=C2CCN(C2=CC1)C=1C2=C(N=CN1)SC(=N2)OCCCN(C)C 3-((7-(5-Fluoroindolin-1-yl)thiazolo[5,4-d]pyrimidin-2-yl)oxy)-N,N-dimethylpropan-1-amine